1-(2,4-dichlorophenyl)-N-(2,4-difluorophenyl)-1,5-dihydro-N-(1-methylethyl)-5-oxo-4H-1,2,4-triazole-4-amide ClC1=C(C=CC(=C1)Cl)N1N=CN(C1=O)C(=O)N(C(C)C)C1=C(C=C(C=C1)F)F